(R)-5-(6-(2-hydroxy-6-methyl-4-(trifluoromethyl)phenyl)-2H-pyrazolo[3,4-b]pyrazin-2-yl)-1-isopropylpiperidin-2-one OC1=C(C(=CC(=C1)C(F)(F)F)C)C=1C=NC=2C(N1)=NN(C2)[C@@H]2CCC(N(C2)C(C)C)=O